CC1(C2=CC=CC=C2C=2C=CC(=CC12)N(C1=CC=CC2=C1SC1=C2C=CC=C1)C1=CC=CC=2C(C3=CC=CC=C3C12)(C)C)C N-(9,9-dimethyl-9H-fluoren-2-yl)-N-(9,9-dimethyl-9H-fluoren-4-yl)dibenzothiophene-4-amine